FC([Si](C)(C)CBr)F difluorobromomethyl-trimethylsilane